5-[4-amino-5-(trifluoromethyl)pyrrolo[2,1-f][1,2,4]triazin-7-yl]-2-chloro-N-[(3R,4S)-1-(3,3-difluorocyclopentanecarbonyl)-4-fluoropyrrolidin-3-yl]-4-fluorobenzamide NC1=NC=NN2C1=C(C=C2C=2C(=CC(=C(C(=O)N[C@@H]1CN(C[C@@H]1F)C(=O)C1CC(CC1)(F)F)C2)Cl)F)C(F)(F)F